tert-butyl (2S,4R)-4-((tert-butyldiphenylsilyl)oxy)-2-ethynylpyrrolidine-1-carboxylate [Si](C1=CC=CC=C1)(C1=CC=CC=C1)(C(C)(C)C)O[C@@H]1C[C@H](N(C1)C(=O)OC(C)(C)C)C#C